4-chlorobenzo[C]phenanthrene ClC1=CC=CC2=C1C=CC=1C=CC=3C=CC=CC3C21